3-(2-(2-oxopyrrolidin-1-yl)pyridin-4-yl)-3-(5-(2-(5,6,7,8-tetrahydro-1,8-naphthyridin-2-yl)ethoxy)-1H-indazol-1-yl)propionic acid O=C1N(CCC1)C1=NC=CC(=C1)C(CC(=O)O)N1N=CC2=CC(=CC=C12)OCCC1=NC=2NCCCC2C=C1